methyl 5-(2-nitrophenyl)-1,3,4-oxadiazole-2-carboxylate [N+](=O)([O-])C1=C(C=CC=C1)C1=NN=C(O1)C(=O)OC